N1(N=CN=C1)C1=NC=C(C(=O)O)C=C1 6-(1H-1,2,4-triazol-1-yl)nicotinic acid